COC=1C=C2C=CC(=NC2=CC1OC)C1=CC(=C(C=C1)CC(=O)NC=1C=C(C(=O)NCCN(C)C)C=C(C1)C(F)(F)F)F 3-(2-(4-(6,7-Dimethoxyquinolin-2-yl)-2-fluorophenyl)acetamido)-N-(2-(dimethylamino)ethyl)-5-(trifluoromethyl)benzamide